chloro-6-(propylamino)-12H-thiochromeno[2,3-c]Quinolin-12-one 7,7-dioxide ClC1=C2C3=C(C(=NC2=CC=C1)NCCC)S(C=1C=CC=CC1C3=O)(=O)=O